C1(CCCCC1)NC=1C2=C(N=CC1C#CC1=C(C=C(C=C1)F)F)NC=C2 N-cyclohexyl-5-((2,4-difluorophenyl)ethynyl)-1H-pyrrolo[2,3-b]Pyridin-4-amine